BrC1=C(C=CC(=C1)Cl)C1=C(C=CC=C1)S(=O)C 2'-Bromo-4'-chloro-2-(methylsulfinyl)-1,1'-biphenyl